N-tert-butyl-2-{[2-(4-methoxypyridin-2-yl)-5H,6H,7H-cyclopenta[d]pyrimidin-4-yl](methyl)amino}acetamide C(C)(C)(C)NC(CN(C)C=1C2=C(N=C(N1)C1=NC=CC(=C1)OC)CCC2)=O